C1(CC1)C([C@@H](C=1OC2=C(N1)C=C(C=C2)[C@@H](COC)N2C(N[C@@H](C2)C(F)(F)F)=O)NC(=O)C2=NON=C2CC)C2CC2 N-((S)-2,2-dicyclopropyl-1-(5-((S)-2-methoxy-1-((S)-2-oxo-4-(trifluoromethyl)imidazolidin-1-yl)ethyl)benzo[d]oxazol-2-yl)ethyl)-4-ethyl-1,2,5-oxadiazole-3-carboxamide